C(C)NCC=1C=NN(C1C(=O)OCC)CC1=CC=C(C=C1)OC ethyl 4-((ethylamino)methyl)-1-(4-methoxybenzyl)-1H-pyrazole-5-carboxylate